C1(CC1)C1=NC=NC(=C1C1=NC=C2NC(N(C2=N1)[C@H](C)C1=CC=C(C=C1)C=1N(C=C(N1)C(F)(F)F)C)=N)OC (R)-2-(4-cyclopropyl-6-methoxypyrimidin-5-yl)-9-(1-(4-(1-methyl-4-(trifluoromethyl)-1H-imidazol-2-yl)phenyl)ethyl)-7,9-dihydro-8H-purin-8-imine